C(C)(C)(C)OC(N[C@H](C(=O)NCC1=CC=C(C=C1)C[C@H](C(=O)N1CCN(CC1)C)NC(CC)=O)C1CCCCCC1)=O ((S)-1-cycloheptyl-2-((4-((R)-3-(4-methylpiperazin-1-yl)-3-oxo-2-propionamidopropyl)benzyl)amino)-2-oxoethyl)carbamic acid tert-butyl ester